1,3-dichloro-2-(chloromethyl)propane ClCC(CCl)CCl